1,4-dihydro-1,4-methanoanthracene-9,10-dione C12C=CC(C=3C(C4=CC=CC=C4C(C13)=O)=O)C2